sodium bis(4,6-di-tert-butylphenyl)-phosphate C(C)(C)(C)C1=CC=C(C(=C1)C(C)(C)C)OP(=O)(OC1=CC=C(C=C1C(C)(C)C)C(C)(C)C)[O-].[Na+]